(2R)-4-(Benzyloxy)-3,3-difluoro-1-(1H-pyrazol-1-yl)butan-2-amine C(C1=CC=CC=C1)OCC([C@@H](CN1N=CC=C1)N)(F)F